[K].C(=O)(O)C1=CC=C(C=C1)[N+](=O)[O-] 2-carboxyl-5-nitrobenzene potassium